propyl 4-hydroxyphenylacetate OC1=CC=C(C=C1)CC(=O)OCCC